ClC=1C=C(C=CC1Cl)C=1C=C2CCC(C2=CC1)NC(O[C@@H]1CN2CCC1CC2)=O (S)-quinuclidin-3-yl (5-(3,4-dichlorophenyl)-2,3-dihydro-1H-inden-1-yl)carbamat